3-Methyl-2-oxo-N-phenethyl-2,3-dihydro-1H-imidazo[4,5-b]pyridine-1-carboxamide CN1C(N(C=2C1=NC=CC2)C(=O)NCCC2=CC=CC=C2)=O